IC1=C(N(C(=C1I)C1=CC(=CC=C1)F)S(=O)(=O)C1=CC=C(C)C=C1)C1=CC(=CC=C1)F 3,4-diiodo-2,5-bis(3-fluorophenyl)-1-p-toluenesulfonyl-1h-pyrrole